tert-butyl (R)-4-((5-(6-amino-5-(1-(5-fluoro-2-(2H-1,2,3-triazol-2-yl)phenyl)ethoxy) pyridin-3-yl)-4-methylthiazol-2-yl)methyl)piperazine-1-carboxylate NC1=C(C=C(C=N1)C1=C(N=C(S1)CN1CCN(CC1)C(=O)OC(C)(C)C)C)O[C@H](C)C1=C(C=CC(=C1)F)N1N=CC=N1